(5-fluoropyridin-3-yl)methanamine FC=1C=C(C=NC1)CN